COC1=C(C=CC=C1)C1=CN(C2=NC(=CC=C21)N)COCC[Si](C)(C)C 3-(2-methoxyphenyl)-1-[[2-(trimethylsilyl)ethoxy]methyl]pyrrolo[2,3-b]pyridin-6-amine